C(C)(C)(C)OC(=O)N1C[C@H](CC1)N(CC(=O)O)CC(=O)O (S)-2,2'-((1-(tert-butoxycarbonyl)pyrrolidin-3-yl)azandiyl)diacetic acid